N-(1,3-benzodioxol-5-yl)-3-(4-chloro-5-cyclopropyl-3-methyl-pyrazol-1-yl)-N-methyl-benzamide O1COC2=C1C=CC(=C2)N(C(C2=CC(=CC=C2)N2N=C(C(=C2C2CC2)Cl)C)=O)C